C(C1=CC=CC=C1)[C@H](C(=O)O)CC(=O)O (S)-benzyl-succinic acid